COP(=O)(O)CC(=O)O.C(C)C1N(C=CN1C)C ethyl-1-methyl-3-methylimidazole methylphosphonoacetate